N-((S)-2-(dimethylamino)-4,6-dihydrospiro[cyclopenta[d]thiazole-5,4'-piperidin]-6-yl)-2-methylpropane-2-sulfinamide CN(C=1SC2=C(N1)CC1(CCNCC1)[C@@H]2NS(=O)C(C)(C)C)C